C(C)(C)(C)N[C@H]1CNC[C@H]1F (3S,4R)-N-tert-butyl-4-fluoropyrrolidin-3-amine